CN(CCCOC1=C(C=C(C=N1)C1=CC=2C3=C(C=NC2C=C1)N(C(C31CC1)=O)C)OC(C)C1=CC=CC=C1)C 8'-(6-(3-(Dimethylamino)propoxy)-5-(1-phenylethoxy)pyridin-3-yl)-3'-methylspiro[cyclopropane-1,1'-pyrrolo[2,3-c]quinolin]-2'(3'H)-one